C(C)(C)(C)C=1C=C(C(=C(C1)[C@H](C(=O)O)N1C[C@@H](CC1)OCCCCCC1=NC=2NCCCC2C(=C1)OC)OC)F (R)-2-(5-(tert-butyl)-3-fluoro-2-methoxyphenyl)-2-((R)-3-((5-(4-methoxy-5,6,7,8-tetrahydro-1,8-naphthyridin-2-yl)pentyl)oxy)pyrrolidin-1-yl)acetic acid